3-(N-(5-chloro-2-(3,3-difluoropiperidin-1-yl)phenyl)sulfamoyl)-4-ethylbenzoic acid ClC=1C=CC(=C(C1)NS(=O)(=O)C=1C=C(C(=O)O)C=CC1CC)N1CC(CCC1)(F)F